ε-Cbz-L-lysine C(=O)(OCC1=CC=CC=C1)C(CCC[C@H](N)C(=O)O)N